5-(cyanomethyl)-7-methyl-N-[4-(morpholin-4-yl)phenyl]-4-oxo-4,5-dihydropyrazolo[1,5-a]pyrazine-3-carboxamide C(#N)CN1C(C=2N(C(=C1)C)N=CC2C(=O)NC2=CC=C(C=C2)N2CCOCC2)=O